C1CCC2=C(C=CC=C12)C1=C(C=C2C(=N1)C(=NN2)C=2C=CC(=NC2)CC2=NN1C(CNCC1)=N2)OC ((5-(5-(2,3-dihydro-1H-inden-4-yl)-6-methoxy-1H-pyrazolo[4,3-b]pyridin-3-yl)pyridin-2-yl)methyl)-5,6,7,8-tetrahydro-[1,2,4]triazolo[1,5-a]pyrazine